Tert-butyl 2-(5-(trifluoromethyl)-4-((2-(trifluoromethyl) pyridin-4-yl) carbamoyl)-1H-pyrazol-1-yl)-4H-thieno[3,2-b]pyrrole-4-carboxylate FC(C1=C(C=NN1C1=CC=2N(C=CC2S1)C(=O)OC(C)(C)C)C(NC1=CC(=NC=C1)C(F)(F)F)=O)(F)F